[5-(5-aminopyrazin-2-yl)pyrimidin-2-yl]{[3-fluoro-1-(3-fluoro(2-pyridyl))cyclobutyl]methyl}amine NC=1N=CC(=NC1)C=1C=NC(=NC1)NCC1(CC(C1)F)C1=NC=CC=C1F